1-(13Z,16Z-docosadienoyl)-2-(6Z,9Z,12Z-octadecatrienoyl)-glycero-3-phospho-(1'-sn-glycerol) CCCCC/C=C\C/C=C\CCCCCCCCCCCC(=O)OC[C@H](COP(=O)(O)OC[C@H](CO)O)OC(=O)CCCC/C=C\C/C=C\C/C=C\CCCCC